N1N=CC2=C(C=CC=C12)CN1N=CC2=C(C1=O)N(C1=C2SC(=N1)CC1=NNC=C1)C 6-((1H-indazol-4-yl)methyl)-2-((1H-pyrazol-3-yl)methyl)-4-methyl-4,6-dihydro-5H-thiazolo[5',4':4,5]pyrrolo[2,3-d]pyridazin-5-one